2-aminoethyl-3-aminopropyl-trimethoxysilane NCCCO[Si](OC)(OC)CCCN